C(CC)OC=1C(=C(C=CC1)O)C1=CC=CC=C1 propoxy-o-phenylphenol